(Z)-1-(4-amino-2-fluorobut-2-en-1-yl)-3-(3-(N,N-dimethylsulfamoyl)benzyl)-N,N,2-trimethyl-1H-indole-5-sulfonamide hydrochloride Cl.NC\C=C(\CN1C(=C(C2=CC(=CC=C12)S(=O)(=O)N(C)C)CC1=CC(=CC=C1)S(N(C)C)(=O)=O)C)/F